2-{3-[5-(2-aminopropan-2-yl)-3-chloropyridin-2-yl]cyclobutyl}-7-methoxy[1,2,4]triazolo[1,5-c]quinazolin-5-amine NC(C)(C)C=1C=C(C(=NC1)C1CC(C1)C1=NN2C(=NC=3C(=CC=CC3C2=N1)OC)N)Cl